tert-butyl 4-(8-bromo-3,6-dimethyl-4-oxo-3,4-dihydroquinazolin-2-yl)piperidine-1-carboxylate BrC=1C=C(C=C2C(N(C(=NC12)C1CCN(CC1)C(=O)OC(C)(C)C)C)=O)C